ClC=1C=CC(=C(C1)C1=CC(=C(N=N1)N(CC1(C(OCC1)=O)C)C)NC1=CC(=NC=C1)NC(CN1CCN(CCC1)C)=O)F N-(4-((6-(5-chloro-2-fluorophenyl)-3-(methyl((3-methyl-2-oxo-oxolan-3-yl)methyl)amino)-pyridazin-4-yl)amino)pyridin-2-yl)-2-(4-methyl-1,4-diazepan-1-yl)acetamide